C1(CC1)S(=O)(=O)C1=CC=CC=C1 4-(cyclopropylsulfonyl)benzene